ClC1=CC=C(C=C1)C1=NC2=CC=CC=C2C=C1 (4-chlorophenyl)-quinolin